1-{4-[(2-{3-[(4-methanesulfonyl-2-methoxyphenyl)amino]prop-1-yn-1-yl}-1-(2,2,2-trifluoro-ethyl)-1H-indol-4-yl)amino]piperidin-1-yl}propan-2-ol CS(=O)(=O)C1=CC(=C(C=C1)NCC#CC=1N(C2=CC=CC(=C2C1)NC1CCN(CC1)CC(C)O)CC(F)(F)F)OC